6-((6-cyanoquinolin-4-yl)amino)-N-(3-(pyridin-4-ylamino)phenyl)picolinamide C(#N)C=1C=C2C(=CC=NC2=CC1)NC1=CC=CC(=N1)C(=O)NC1=CC(=CC=C1)NC1=CC=NC=C1